5-methylsulfonyl-4-oxo-1-[4-(trifluoromethoxy)phenyl]cinnoline-3-carboxylic acid CS(=O)(=O)C1=C2C(C(=NN(C2=CC=C1)C1=CC=C(C=C1)OC(F)(F)F)C(=O)O)=O